COC=1N=C2C(=C3C(=NC2=CC1OC)CCC3)NC3CCN(CC3)CCO 2-[4-({2,3-dimethoxy-6H,7H,8H-cyclopenta[b]1,5-naphthyridin-9-yl}amino)piperidin-1-yl]ethan-1-ol